ethyl 4-(3,5-dimethyl-2-(2-(4-methylpiperazin-1-yl)ethoxy)benzyl)benzoate dihydrochloride Cl.Cl.CC=1C(=C(CC2=CC=C(C(=O)OCC)C=C2)C=C(C1)C)OCCN1CCN(CC1)C